2-ethyl-1-(6-(1-(fluoromethyl)cyclopropyl)pyridin-2-yl)-6-((1,2,3,4-tetrahydroisoquinolin-7-yl)amino)-1,2-dihydro-3H-pyrazolo[3,4-d]pyrimidin-3-one C(C)N1N(C2=NC(=NC=C2C1=O)NC1=CC=C2CCNCC2=C1)C1=NC(=CC=C1)C1(CC1)CF